NC=1SCC(N1)C(=O)O 2-amino-4,5-dihydrothiazole-4-carboxylic acid